(4aR,6R,7R,8R,8aR)-8-(4-(4-chloro-3-fluorophenyl)-1H-1,2,3-triazol-1-yl)-7-methoxy-2,2-dimethylhexahydropyrano[3,2-d][1,3]dioxine-6-carboxylic acid ClC1=C(C=C(C=C1)C=1N=NN(C1)[C@@H]1[C@H]([C@@H](O[C@H]2[C@@H]1OC(OC2)(C)C)C(=O)O)OC)F